C(C)(C)(C)[Si](OC[C@H]1[C@@H](C1)B1OC(C(O1)(C)C)(C)C)(C)C |r| tert-butyl(dimethyl){[rac-(1R,2R)-2-(4,4,5,5-tetramethyl-1,3,2-dioxaborolan-2-yl)cyclopropyl]methoxy}silane